1-bromo-5-chloro-4-cyclopropyl-2-methoxybenzene BrC1=C(C=C(C(=C1)Cl)C1CC1)OC